1-(Tert-butyl)-5-fluoro-N-(2-fluoro-4-methyl-5-(5-morpholinoimidazo[1,5-a]pyridin-7-yl)phenyl)-1H-pyrazole-4-carboxamide C(C)(C)(C)N1N=CC(=C1F)C(=O)NC1=C(C=C(C(=C1)C1=CC=2N(C(=C1)N1CCOCC1)C=NC2)C)F